(S)-4-(hydroxymethyl)-2,3-dihydro-1H-pyrrole-1,2-dicarboxylic acid 1-tert-butyl 2-methyl ester COC(=O)[C@H]1N(C=C(C1)CO)C(=O)OC(C)(C)C